C(C)(C)(C)OC(=O)NC=1C=C2C(C(N(C2=CC1C(=O)OC)C)=O)(C(=O)OC)C dimethyl 5-((tert-butoxycarbonyl) amino)-1,3-dimethyl-2-oxoindoline-3,6-dicarboxylate